5-((3-methoxyphenyl)amino)pyridin-2(1H)-one COC=1C=C(C=CC1)NC=1C=CC(NC1)=O